UREIDOPROPYLTRIMETHOXYSILANE N(C(=O)N)CCC[Si](OC)(OC)OC